((1S,4S)-5-(2-aminooxazolo[4,5-c]pyridin-7-yl)-2-oxa-5-azabicyclo[2.2.1]heptan-1-yl)((S)-6,8-dichloro-1-methyl-3,4-dihydroisoquinolin-2(1H)-yl)methanone NC=1OC2=C(C=NC=C2N2[C@@H]3CO[C@](C2)(C3)C(=O)N3[C@H](C2=C(C=C(C=C2CC3)Cl)Cl)C)N1